C(C1=CC=CC=C1)OC=1C=C2C=CC(=NC2=C(C1)C)C=1OC2=C(C1C)C=CC=C2 6-(Benzyloxy)-8-methyl-2-(3-methyl-1-benzofuran-2-yl)quinoline